The molecule is a hydrate that is the tetrahydrate form of lithium citrate. It is used as a source of lithium for the treatment of anxiety disorders, bipolar disorder, and depression. It has a role as an antidepressant. It contains a lithium citrate (anhydrous). [Li+].[Li+].[Li+].C(C(=O)[O-])C(CC(=O)[O-])(C(=O)[O-])O.O.O.O.O